FC1=C(C=CC(=C1F)O)NC=1C2=C(N=CN1)C=CC(=N2)N2[C@@H]1CN([C@H](C2)C1)C(C=C)=O 1-((1S,4S)-5-(4-((2,3-difluoro-4-hydroxyphenyl)amino)pyrido[3,2-d]pyrimidin-6-yl)-2,5-diazabicyclo[2.2.1]heptan-2-yl)prop-2-en-1-one